C(C1=CC(O)=C(O)C(O)=C1)(=O)[C@@]([C@]([C@@]([C@](C(O)(C(C1=CC(O)=C(O)C(O)=C1)=O)C(C1=CC(O)=C(O)C(O)=C1)=O)(O)C(C1=CC(O)=C(O)C(O)=C1)=O)(O)C(C1=CC(O)=C(O)C(O)=C1)=O)(O)C(C1=CC(O)=C(O)C(O)=C1)=O)(O)CO hexagalloyl-sorbitol